SC(C)N mercaptoethaneamine